7-(4-methoxyphenyl-ethynyl)coumarin-3-formhydrazide COC1=CC=C(C=C1)C#CC1=CC=C2C=C(C(OC2=C1)=O)C(=O)NN